1,3-bis(tertiarybutyl-peroxyl-isopropyl)benzene C(C)(C)(C)CC(C)(C1=CC(=CC=C1)C(CC(C)(C)C)(C)OO)OO